tert-butyl 4-(5-bromopyridin-2-yl)-3-oxopiperazine-1-carboxylate BrC=1C=CC(=NC1)N1C(CN(CC1)C(=O)OC(C)(C)C)=O